FC1=CC=C2C=C(C=C(C2=C1F)C1=C(C=2N=C(N=C(C2C=N1)N1CC2(CNC(O2)=O)CCC1)OC[C@]12CCCN2C[C@@H](C1)F)F)O 7-(7-(7,8-Difluoro-3-hydroxynaphthalen-1-yl)-8-fluoro-2-(((2R,7aS)-2-fluorotetrahydro-1H-pyrrolizin-7a(5H)-yl)methoxy)pyrido[4,3-d]pyrimidin-4-yl)-1-oxa-3,7-diazaspiro[4.5]decan-2-one